FC(C(OCCCC(=O)O)C1=C2C=NN(C(C2=CC=C1)=O)CC1=CC=C(C=C1)OC)(F)F 4-(2,2,2-trifluoro-1-(2-(4-methoxybenzyl)-1-oxo-1,2-dihydrophthalazin-5-yl)ethoxy)butanoic acid